CC1(CC=C2C(=NC(=NC2=C1)C)N)N 7,2-dimethylquinazoline-4,7-diamine